(R)-N-(3,3-difluoro-1-(methyl-d3)piperidin-4-yl)-4-methoxy-5-(1-(2,2,2-trifluoroethyl)-1H-benzo[d][1,2,3]triazol-6-yl)pyrrolo[2,1-f][1,2,4]triazin-7-d-2-amine FC1(CN(CC[C@H]1NC1=NN2C(C(=N1)OC)=C(C=C2[2H])C=2C=CC1=C(N(N=N1)CC(F)(F)F)C2)C([2H])([2H])[2H])F